O([C@H]1[C@H](O)[C@@H](O)[C@H](O)[C@H](O1)CO)[C@H]1[C@H](O)[C@@H](O)[C@H](O)[C@H](O1)CO beta-D-glucopyranosyl-(1->4) beta-D-glucopyranoside